O1CCC(CC1)N1N=CC2=CC(=CC=C12)B1OC(C(O1)(C)C)(C)C 1-(Tetrahydro-2H-pyran-4-yl)-5-(4,4,5,5-tetramethyl-1,3,2-dioxaborolan-2-yl)-1H-indazole